(5S)-5-{[3-(2-methyl-6-{[(1r,4r)-4-(trifluoromethyl)cyclohexyl]oxy}pyrimidin-4-yl)-4-(tri-fluoromethyl)-1H-pyrrolo[3,2-c]pyridin-1-yl]methyl}-1,3-oxazolidin-2-one CC1=NC(=CC(=N1)C1=CN(C2=C1C(=NC=C2)C(F)(F)F)C[C@@H]2CNC(O2)=O)OC2CCC(CC2)C(F)(F)F